C(C(C)C)C=1C=C(N)C=CC1 3-isobutyl-aniline